(3R,7R)-2-(3,4-dichlorobenzoyl)-3,7-dimethyl-9-((S*)-1-(6-(5-methyl-1H-1,2,4-triazol-1-yl)pyridin-3-yl)ethyl)-1,2,3,4,8,9-hexahydropyrido[4',3':3,4]pyrazolo[1,5-a]pyrazin-10(7H)-one ClC=1C=C(C(=O)N2CC=3C(=NN4C3C(N(C[C@H]4C)[C@@H](C)C=4C=NC(=CC4)N4N=CN=C4C)=O)C[C@H]2C)C=CC1Cl |o1:18|